[(3R,9aS)-3-(3-Chloro-4-fluorophenyl)-3,4,6,7,9,9a-hexahydro-1H-pyrazino[2,1-c][1,4]oxazin-8-yl]-[2-chloro-3-(2-pyridyl)phenyl]methanon ClC=1C=C(C=CC1F)[C@@H]1CN2[C@H](CO1)CN(CC2)C(=O)C2=C(C(=CC=C2)C2=NC=CC=C2)Cl